(1R,2R)-N-(7-chloro-6-(1-((3S,4S)-4-fluoro-3-methyltetrahydrofuran-3-yl)piperidin-4-yl)isoquinolin-3-yl)-2-(pyridin-2-yl)cyclopropane-1-carboxamide ClC1=C(C=C2C=C(N=CC2=C1)NC(=O)[C@H]1[C@@H](C1)C1=NC=CC=C1)C1CCN(CC1)[C@]1(COC[C@H]1F)C